N1=NN(C2=NC=CC=C21)OC(=O)C=2C(=NC(=CC2OCC2=CC=CC=C2)C)Cl 4-benzyloxy-2-chloro-6-methyl-pyridine-3-carboxylic acid triazolo[4,5-b]pyridin-3-yl ester